FC(C1=CC=C(OCC=2N=NN(C2)C2=C(C(=O)N)C=CC=C2)C=C1)(F)F 2-[4-[[4-(trifluoromethyl)phenoxy]methyl]-1H-1,2,3-triazol-1-yl]benzamide